ClC=1N=CC=C2C1N(C(=C2)C2=NN1C(C(=CC(=C1)C(=O)O)OC)=C2C)CC2CC2 2-(7-chloro-1-(cyclopropylmethyl)-1H-pyrrolo[2,3-c]pyridin-2-yl)-4-methoxy-3-methylpyrazolo[1,5-a]pyridine-6-carboxylic acid